2-[(3-{6-[(4-chloro-2-fluorophenoxy)methyl]-3-fluoropyridin-2-yl}-2,5-dihydro-1H-pyrrol-1-yl)methyl]-4-fluoro-1-{[(2S)-oxetan-2-yl]methyl}-1H-1,3-benzodiazole-6-carboxylic acid ClC1=CC(=C(OCC2=CC=C(C(=N2)C=2CN(CC2)CC2=NC3=C(N2C[C@H]2OCC2)C=C(C=C3F)C(=O)O)F)C=C1)F